4-methylphenyl isopropyl ether C(C)(C)OC1=CC=C(C=C1)C